tert-Butyl 4-((1-(4-(4-(5-fluoro-3-(2-fluoro-4-(2-hydroxypropan-2-yl)benzamido)-2-methylphenyl)-7H-pyrrolo[2,3-d]pyrimidin-6-yl)benzyl)piperidin-4-yl)oxy)piperidine-1-carboxylate FC=1C=C(C(=C(C1)C=1C2=C(N=CN1)NC(=C2)C2=CC=C(CN1CCC(CC1)OC1CCN(CC1)C(=O)OC(C)(C)C)C=C2)C)NC(C2=C(C=C(C=C2)C(C)(C)O)F)=O